5-(benzyloxy)-2,9-dihydro-10H-pyrano[2,3-f]quinazolin-10-one C(C1=CC=CC=C1)OC1=C2C(=C3C(NC=NC3=C1)=O)OCC=C2